C1(=CC=CC=C1)C1=C(C=CC=C1)S(=O)(=O)O phenyl-benzenesulfonic acid